(1R,3S)-3-[5-(2-{3-hydroxy-2-[(1E)-(isopropylimino)methyl]-5-methoxyphenoxy}acetamido)-2H-pyrazol-3-yl]cyclopentyl N-propylcarbamate C(CC)NC(O[C@H]1C[C@H](CC1)C=1NN=C(C1)NC(COC1=C(C(=CC(=C1)OC)O)/C=N/C(C)C)=O)=O